(R)-5-(1,3-dimethyl-1H-pyrazol-4-yl)-2-(1-(5-fluoro-4-methoxypyridin-2-yl)ethyl)-7-((2-(methylamino)-1H-imidazol-1-yl)methyl)-3,4-dihydroisoquinolin-1(2H)-one CN1N=C(C(=C1)C1=C2CCN(C(C2=CC(=C1)CN1C(=NC=C1)NC)=O)[C@H](C)C1=NC=C(C(=C1)OC)F)C